FC(C(=O)NC1=CC=2C(C=3N=C(N=CC3C2C=C1)C(F)(F)F)=O)(C)F 2,2-difluoro-N-(9-oxo-2-(trifluoromethyl)-9H-indeno[2,1-d]pyrimidin-7-yl)propanamide